2-methylpropionic acid sodium salt monohydrate O.[Na+].CC(C(=O)[O-])C